C(C)(C)(C)C1=CN=C(O1)CSC1=CN=C(S1)NC(=O)C1CCN(CC1)CCOCCOCCOCCOCCOCCNC(OC(C)(C)C)=O tert-butyl N-(17-[4-[(5-[[(5-tert-butyl-1,3-oxazol-2-yl)methyl]sulfanyl]-1,3-thiazol-2-yl)carbamoyl]piperidin-1-yl]-3,6,9,12,15-pentaoxaheptadecan-1-yl)carbamate